FC(C(=O)O)(F)F.C(C)N(CC)CC triethylamine trifluoroacetate salt